4-(benzo[d]oxazol-7-oxy)-2-chlorobenzoic acid O1C=NC2=C1C(=CC=C2)OC2=CC(=C(C(=O)O)C=C2)Cl